CC1(OC2=C(C1)C=C(C=C2)B(O)O)C (2,2-DIMETHYL-2,3-DIHYDRO-1-BENZOFURAN-5-YL)BORANEDIOL